2,5-dioxo-pyrrolidin-1-yl 4-((2S,4S)-4-ethoxy-1-((5-methoxy-7-methyl-1H-indol-4-yl)methyl)-piperidin-2-yl)benzoate C(C)O[C@@H]1C[C@H](N(CC1)CC1=C2C=CNC2=C(C=C1OC)C)C1=CC=C(C(=O)ON2C(CCC2=O)=O)C=C1